C(C)(C)(C)NC(O[C@@H](C(N1CC2(CC2)C[C@H]1C(N[C@@H](C[C@H]1C(NCC1)=O)C(COC(F)(F)F)=O)=O)=O)CC(C)C)=O (R)-4-methyl-1-oxo-1-((S)-6-(((S)-3-oxo-1-((S)-2-oxopyrrolidin-3-yl)-4-(trifluoromethoxy)butan-2-yl)carbamoyl)-5-azaspiro[2.4]heptan-5-yl)pentan-2-yl tert-butylcarbamate